C(C)(C)N1CC(OCC1)C1=CC=C2C(=N1)C(=C(N2)C=2C=C(C=1N(C2)N=CN1)OC)C(C)C 4-isopropyl-2-(3-isopropyl-2-(8-methoxy-[1,2,4]triazolo[1,5-a]pyridin-6-yl)-1H-pyrrolo[3,2-b]pyridin-5-yl)morpholine